C(C)(=O)O.NC1(CCN(CC1)C([C@H](NC([C@H](NC([C@H](NC([C@H](N)CC1=CC=CC=C1)=O)CC1=CC=CC=C1)=O)CC(C)C)=O)CCCCN)=O)C(=O)O 4-Amino-1-(D-phenylalanyl-D-phenylalanyl-D-leucyl-D-lysyl)piperidine-4-carboxylic acid acetate